NC1=NNC2=CC=CC(=C12)C1=CC=C(C=C1)NC(C1=CC=CC=C1)=O N-[4-(3-amino-1H-indazol-4-yl)phenyl]benzamide